tripentaerythritol octapalmitate C(CCCCCCCCCCCCCCC)(=O)OCC(COC(CCCCCCCCCCCCCCC)=O)(COCC(COC(CCCCCCCCCCCCCCC)=O)(COCC(COC(CCCCCCCCCCCCCCC)=O)(COC(CCCCCCCCCCCCCCC)=O)COC(CCCCCCCCCCCCCCC)=O)COC(CCCCCCCCCCCCCCC)=O)COC(CCCCCCCCCCCCCCC)=O